(Z)-2-(5-fluoro-2-methyl-1-(4-isopropylbenzylidene)-1H-inden-3-yl)acetic acid FC=1C=C2C(=C(/C(/C2=CC1)=C/C1=CC=C(C=C1)C(C)C)C)CC(=O)O